5-(12-Heptadecenyl)-1,3-benzenediol C(CCCCCCCCCCC=CCCCC)C=1C=C(C=C(C1)O)O